COC1=C(C(=CC(=C1)OC)OC)\C=C/1\CNC2=CC=CC=C12 (3E)-3-[(2,4,6-trimethoxyphenyl)methylidene]-1H-indol